(3-(2,2-difluoro-1-hydroxyethyl)piperidin-3-yl)carbamic acid tert-butyl ester C(C)(C)(C)OC(NC1(CNCCC1)C(C(F)F)O)=O